COC(CCOC([C@H](OCC)OC1=NN(C(=C1Br)C=1C=NC(=CC1)F)C1=C(C=CC=C1)F)=O)=O |o1:7| Methyl-3-{[(2R*)-2-{[4-bromo-1-(2-fluorophenyl)-5-(6-fluoropyridin-3-yl)-1H-pyrazol-3-yl]oxy}-2-ethoxyethanoyl]oxy}propanoat